FC=1C(=C(C=CC1F)C1CCN(CC1)C(=O)C1=NNC=2CN(CCC21)C(CC(C)C)=O)C(F)(F)F 1-(3-(4-(3,4-difluoro-2-(trifluoromethyl)phenyl)piperidine-1-carbonyl)-1,4,5,7-tetrahydro-6H-pyrazolo[3,4-c]pyridin-6-yl)-3-methylbutan-1-one